tert-butyl (2R,5S)-4-(6-chloro-7-(6-fluorobenzofuran-7-yl)-1-(P)-(2-isopropyl-4-methylpyridin-3-yl)-2-oxo-1,2-dihydropyrido[2,3-d]pyrimidin-4-yl)-2,5-dimethylpiperazine-1-carboxylate ClC1=CC2=C(N(C(N=C2N2C[C@H](N(C[C@@H]2C)C(=O)OC(C)(C)C)C)=O)C=2C(=NC=CC2C)C(C)C)N=C1C1=C(C=CC=2C=COC21)F